N-[3-(2,6-dioxo-3-piperidyl)-1-methyl-indazol-6-yl]-2-[4-[3-[3-methyl-4-(4,4,5,5-tetramethyl-1,3,2-dioxaborolan-2-yl)phenoxy]propyl]-1-piperidyl]acetamide O=C1NC(CCC1C1=NN(C2=CC(=CC=C12)NC(CN1CCC(CC1)CCCOC1=CC(=C(C=C1)B1OC(C(O1)(C)C)(C)C)C)=O)C)=O